6-bromo-1-(2-chloro-5-fluoro-quinazolin-4-yl)-3,5-dihydro-2H-4,1-benzoxazepine BrC1=CC=CC2=C1COCCN2C2=NC(=NC1=CC=CC(=C21)F)Cl